N-[(1S,3S)-3-({4-[2-(benzyloxy)-3-fluorophenyl]-5-fluoropyridin-2-yl}methyl)-3-[4-(chloromethyl)-1,3-oxazol-2-yl]cyclopentyl]methanesulfonamide C(C1=CC=CC=C1)OC1=C(C=CC=C1F)C1=CC(=NC=C1F)C[C@]1(C[C@H](CC1)NS(=O)(=O)C)C=1OC=C(N1)CCl